7-tert-butyl 2-(4-benzyl-2-(2-isopropylphenyl)-6-oxopiperazin-1-yl)-7-azaspiro[3.5]nonane-7-carboxylate C(C1=CC=CC=C1)N1CC(N(C(C1)=O)C1CC2(C1)CCN(CC2)C(=O)OC(C)(C)C)C2=C(C=CC=C2)C(C)C